COC(C1=C(C(=C(C(=C1)CC1=C(C(=NC=C1)N)F)F)F)NC1=C(C=C(C=C1)SC(F)F)F)=O 5-[(2-amino-3-fluoropyridin-4-yl)methyl]-2-[4-(difluoromethylsulfanyl)-2-fluoroanilino]-3,4-difluorobenzoic acid methyl ester